NC1=C(C2=C(N(N=N2)C(F)F)C=C1C(=O)N)C1=C(C(=CC=C1C)O)C (P)-5-amino-1-(difluoromethyl)-4-(3-hydroxy-2,6-dimethylphenyl)-1H-benzo[d][1,2,3]triazole-6-carboxamide